tert-butyl 3-(9-bromo-4,7-dimethyl-5-oxo-4,5-dihydro-3H-pyrazolo[3,4-c]isoquinolin-3-yl)azetidine-1-carboxylate BrC=1C=2C3=C(N(C(C2C=C(C1)C)=O)C)N(N=C3)C3CN(C3)C(=O)OC(C)(C)C